C(C)(C)(C)C1N2C(C3=CC(=C(C=C3C1)C1=CN=C(S1)CCC)OC)=CC(C(=C2)C(=O)OCC)=O ethyl 6-tert-butyl-10-methoxy-2-oxo-9-(2-propylthiazol-5-yl)-6,7-dihydro-2H-pyrido[2,1-a]isoquinoline-3-carboxylate